ClC=1C(=NC=C(C1)Cl)C(=O)[O-] 3,5-dichloropicolinate